4-(4-(tert-butyl)phenyl)-4-(methoxycarbonyl)cyclopentane C(C)(C)(C)C1=CC=C(C=C1)C1(CCCC1)C(=O)OC